N[C@H]1C[C@H](N(CC1)C(=O)N1CC2(CCCC2)C(CC1)CN1C(COCC1)=O)C1=CC=CC=C1 4-((7-((2S,4R)-4-Amino-2-phenylpiperidine-1-carbonyl)-7-azaspiro[4.5]decan-10-yl)methyl)morpholin-3-one